N1NNNC2CCCCC12 tetrazadecaline